N-cyclohexyl-Thiourea C1(CCCCC1)NC(=S)N